5-((5-chloro-2-(3-(methoxymethyl)piperidin-1-yl)pyrimidin-4-yl)amino)-3-(3-hydroxy-3-methylbutyl)-1-methyl-1,3-dihydro-2H-benzo[d]imidazol-2-one ClC=1C(=NC(=NC1)N1CC(CCC1)COC)NC1=CC2=C(N(C(N2CCC(C)(C)O)=O)C)C=C1